β-carotene-3,3'-diol CC1(C)CC(CC(C)=C1\C=C\C(\C)=C\C=C\C(\C)=C\C=C\C=C(/C)\C=C\C=C(/C)\C=C\C1=C(C)CC(CC1(C)C)O)O